C(C)(=O)[O-].C[NH2+]C N,N-dimethyl-ammonium acetate